3-((4-(4-(1-(pentan-3-yl)-1H-pyrazol-4-yl)pyrazolo[1,5-a]pyrazin-6-yl)-1H-pyrazol-1-yl)methyl)morpholine CCC(CC)N1N=CC(=C1)C=1C=2N(C=C(N1)C=1C=NN(C1)CC1NCCOC1)N=CC2